C(C1=CC=CC=C1)(=O)N(C1=CC=C(C=C1)C1=NC2=C(C(O1)=O)C=CC=C2)C N-benzoyl-N-methyl-4-(3,1-benzoxazin-4-one-2-yl)aniline